tert-butyl (2-((3-((tert-butoxycarbonyl)amino)-2,2-difluorobutoxy)methyl)pyridin-4-yl)(1-(tert-butyl)-3-((1S,3R)-3-hydroxycyclopentyl)-1H-pyrazol-5-yl)carbamate C(C)(C)(C)OC(=O)NC(C(COCC1=NC=CC(=C1)N(C(OC(C)(C)C)=O)C1=CC(=NN1C(C)(C)C)[C@@H]1C[C@@H](CC1)O)(F)F)C